FC1([C@@H]([C@@H](N(C1)C(C(C)C)=O)CC=1C(=C(C=CC1)C1=CC(=CC(=C1)F)F)F)NS(=O)(=O)C1CC1)F N-{(2S,3R)-4,4-difluoro-1-(2-methyl-propanoyl)-2-[(2,3',5'-trifluoro[1,1'-biphenyl]-3-yl)methyl]pyrrolidin-3-yl}-cyclopropanesulfonamide